BrCC12CC(C1)(C2)N2C(N1[C@@H]([C@H](N(CC1)C(=O)OC(C)(C)C)C(=O)OCC)C2)=O 7-(tert-butyl) 8-ethyl (8S,8aR)-2-(3-(bromomethyl) bicyclo[1.1.1]Pentane-1-yl)-3-oxohexahydroimidazo[1,5-a]Pyrazine-7,8(1H)-dicarboxylate